ClC=1C=C(C=C(C1)Cl)C1=CN=C2N1N=CC(=C2C(C)C)C(=O)OCC ethyl 3-(3,5-dichlorophenyl)-8-isopropylimidazo[1,2-b]pyridazine-7-carboxylate